TRIFLUOROACETYL FLUORIDE FC(C(=O)F)(F)F